C1(CC1)C1=CC(=CC(=N1)C1NC(C2=CC(=CC(=C12)C(F)(F)F)C=O)=O)C1=C(C=CC=C1)C1=NN=CN1C (6-cyclopropyl-4-(2-(4-methyl-4H-1,2,4-triazol-3-yl)phenyl)pyridin-2-yl)-3-oxo-7-(trifluoromethyl)isoindoline-5-carbaldehyde